N-(5-(3-(3,5-dimethylisoxazol-4-yl)-5-(methylsulfonamido)phenoxy)-2-methylphenyl)-3-methoxypropanamide CC1=NOC(=C1C=1C=C(OC=2C=CC(=C(C2)NC(CCOC)=O)C)C=C(C1)NS(=O)(=O)C)C